acetic acid coumaryl ester C(\C=C\C1=CC=C(C=C1)O)OC(C)=O